(2-(4-(((ethoxycarbonyl)amino)methyl)piperidin-1-yl)thiazole-4-carbonyl)-Z-serinate C(C)OC(=O)NCC1CCN(CC1)C=1SC=C(N1)C(=O)N[C@@H](CO)C(=O)[O-]